1-(4-(2,6-dioxopiperidin-3-yl)-5-fluoro-2,3-dihydrobenzofuran-7-yl)azetidine-3-yl (4-chloro-2-fluorophenyl)carbamate ClC1=CC(=C(C=C1)NC(OC1CN(C1)C1=CC(=C(C=2CCOC21)C2C(NC(CC2)=O)=O)F)=O)F